C1(=CC=C(C=C1)CC#N)C1=CC=C(C=C1)C1=CC=C(C=C1)CC#N 2,2'-([1,1':4',1''-Terphenyl]-4,4''-Diyl)diacetonitril